COC(C1=CN=C(C=C1NCC1=CC=CC=C1)Cl)=O 4-(benzylamino)-6-chloronicotinic acid methyl ester